C(C)(=O)N1[C@@H](C[C@H](CC1)N1N=CC=2C(=NC=3C(=C(C(=CC3C21)I)Br)F)O[C@@H](C)[C@H]2N(CCC2)C)CC#N 2-((2S,4S)-1-acetyl-4-(7-bromo-6-fluoro-8-iodo-4-((S)-1-((S)-1-methylpyrrolidin-2-yl)ethoxy)-1H-pyrazolo[4,3-c]quinolin-1-yl)piperidin-2-yl)acetonitrile